C1(=CCCC1)C1=CN=C2N(N=C(C(=C2)C)N2CC=3C=C(C=NC3CC2)C(F)(F)F)C1=O 3-(Cyclopenten-1-yl)-8-methyl-7-[3-(trifluoromethyl)-7,8-dihydro-5H-1,6-naphthyridin-6-yl]pyrimido[1,2-b]pyridazin-4-one